7-(8-ethylnaphthalen-1-yl)-5,6,7,8-tetrahydropyrido[3,4-d]pyrimidin-4-amine C(C)C=1C=CC=C2C=CC=C(C12)N1CC=2N=CN=C(C2CC1)N